N-(1-(4-chloro-5-fluoropyridin-3-yl)pent-4-en-1-yl)-2-methylpropane-2-sulfinamide ClC1=C(C=NC=C1F)C(CCC=C)NS(=O)C(C)(C)C